C(C)C=1C=CC(=C(C1)S(=O)(=O)NC1=NOC2=C1C=CC(=C2)C2=NC=CC=C2)OC 5-Ethyl-2-methoxy-N-(6-(pyridin-2-yl)benzo[d]isoxazol-3-yl)benzenesulfonamide